6-ethoxy-4-(6-(4-hydroxy-4-phenylpiperidin-1-yl)pyridin-3-yl)pyrazolo[1,5-a]pyridine-3-carbonitrile C(C)OC=1C=C(C=2N(C1)N=CC2C#N)C=2C=NC(=CC2)N2CCC(CC2)(C2=CC=CC=C2)O